C(C)(C)(C)C=1C=C(C2=C([N+](=CO2)C2=CC=CC=C2)C1)C(C)(C)C 5,7-di-tert-butyl-3-phenyl-1,3lambda5-benzoxazol-3-ylium